methyl 1-(2-chloro-4-(5-(2,3-difluoro-4-methoxyphenyl)-1-methyl-1H-imidazole-2-carboxamido)benzoyl)piperidine-4-carboxylate ClC1=C(C(=O)N2CCC(CC2)C(=O)OC)C=CC(=C1)NC(=O)C=1N(C(=CN1)C1=C(C(=C(C=C1)OC)F)F)C